2-(4-phenoxy-2-hydroxyphenyl)-4,6-diphenyl-1,3,5-triazine O(C1=CC=CC=C1)C1=CC(=C(C=C1)C1=NC(=NC(=N1)C1=CC=CC=C1)C1=CC=CC=C1)O